[Cl-].CN1C(=[N+](C=C1)C)CCCC 1,3-dimethyl-2-butyl-imidazolium chloride